COC([C@H](CCCC1=CC=C(C=C1)OCCOCCOCC)N1CCNCCNCCNCC1)=O (2S)-5-{4-[2-(2-ethoxyethoxy)ethoxy]Phenyl}-2-(1,4,7,10-tetraazacyclododecan-1-yl)pentanoic acid methyl ester